[Li+].C1(CCC1)NC1=CC(=NC(=N1)N1CCN(CC1)C)C(=O)[O-] 6-(cyclobutylamino)-2-(4-methylpiperazin-1-yl)pyrimidine-4-carboxylic acid lithium salt